calcium-calcium arsenate [As]([O-])([O-])([O-])=O.[Ca+2].[Ca+2]